FC1=C(\C=N\NC(=O)C2=NC(=CN=C2)C=2C=NC(=CC2)OCC)C=C(C(=C1)F)OC (E)-N'-(2,4-difluoro-5-methoxybenzylidene)-6-(6-ethoxypyridin-3-yl)pyrazine-2-carbohydrazide